3-chloro-6-phenyldibenzo[b,d]furan ClC=1C=CC2=C(OC3=C2C=CC=C3C3=CC=CC=C3)C1